3,3',3''-((nitrilotris(methylene))tris(benzofuran-3,5-diyl))tris(2-(pyrrolidin-3-yl)propanoic acid) N(CC1=COC2=C1C=C(C=C2)CC(C(=O)O)C2CNCC2)(CC2=COC1=C2C=C(C=C1)CC(C(=O)O)C1CNCC1)CC1=COC2=C1C=C(C=C2)CC(C(=O)O)C2CNCC2